C1(CC1)C1=CC(=CC(=N1)C=1OC2=C(N1)C=C(C(=C2F)F)C(C)=O)C2=C(C=C(C=C2)F)C2=NN=CN2C 1-(2-{6-cyclopropyl-4-[4-fluoro-2-(4-methyl-1,2,4-triazol-3-yl)phenyl]pyridin-2-yl}-6,7-difluoro-1,3-benzoxazol-5-yl)ethanone